ClC=1C=C(C=CC1)C(C=1C(CC(CC1O)(C)C)=O)C=1C(CC(CC1O)(C)C)=O 2,2'-((3-chlorophenyl)methylene)bis(3-hydroxy-5,5-dimethylcyclohex-2-en-1-one)